C(#N)[C@H](C[C@@H]1C(NCC1)=O)NC(=O)[C@H]1N([C@@H]2CC([C@H]1CC2)(F)F)C([C@H](CC2CCC2)NC(C(F)(F)F)=O)=O (1S,3S,4S)-N-((S)-1-cyano-2-((R)-2-oxopyrrolidin-3-yl)ethyl)-2-((S)-3-cyclobutyl-2-(2,2,2-trifluoroacetamido)propanoyl)-5,5-difluoro-2-azabicyclo[2.2.2]octane-3-carboxamide